C(#N)C=1C(=NC(=CC1N1CC(C1)N1C(CN(CC1)C(=O)OC(C)(C)C)C(=O)OC)N1CCC(CC1)C1=C(C=NN1C)C)C(F)(F)F 1-(tert-butyl) 3-methyl 4-(1-(3-cyano-6-(4-(1,4-dimethyl-1H-pyrazol-5-yl)piperidin-1-yl)-2-(trifluoromethyl)pyridin-4-yl)azetidin-3-yl)piperazine-1,3-dicarboxylate